CC1(C)CCCC(C)=C1\C=C\C(\C)=C\C=C\C(\C)=C\C=C\C=C(/C)\C=C\C=C(/C)\C=C\C1C(C)=CCCC1(C)C alpha-Carotene